C(C)(C)(C)OC(=O)NC=1SC=C(C1C(=O)OC)C1=CC=CC=C1 methyl 2-((tert-butoxycarbonyl)amino)-4-phenylthiophene-3-carboxylate